ketomethionine calcium salt [Ca+2].O=N[C@@H](CCSC)C(=O)[O-].O=N[C@@H](CCSC)C(=O)[O-]